(N-[4-Amino-5-[3-(piperidin-1-carbonyl)isoxazol-5-carbonyl]thiazol-2-yl]-4-fluoroanilino)propanamid NC=1N=C(SC1C(=O)C1=CC(=NO1)C(=O)N1CCCCC1)N(C1=CC=C(C=C1)F)C(C(=O)N)C